(1S,4S,5R)-5-([5-cyclopropyl-3-[2-(trifluoromethyl)phenyl]-1,2-oxazol-4-yl]carbonyloxy)-2-azabicyclo[2.2.1]heptane-2-carboxylic acid benzyl ester C(C1=CC=CC=C1)OC(=O)N1[C@@H]2C[C@H]([C@H](C1)C2)OC(=O)C=2C(=NOC2C2CC2)C2=C(C=CC=C2)C(F)(F)F